C(C)(C)(C)OC(=O)C1=CC=NC2=CC=C(C=C12)N1CC2(C(CO2)(C)C)C1.N1(N=NC2=C1C=CC=C2)CCCCN2CCN(CC2)C2=NSC1=C2C=CC=C1 3-[4-[4-(1H-benzotriazole-1-yl)butyl]piperazin-1-yl]benzisothiazole tert-Butyl-6-(3,3-dimethyl-1-oxa-6-azaspiro[3.3]heptan-6-yl)quinoline-4-carboxylate